acetyl-coenzyme a C(C)(=O)SCCNC(CCNC([C@@H](C(COP(OP(OC[C@@H]1[C@H]([C@H]([C@@H](O1)N1C=NC=2C(N)=NC=NC12)O)OP(=O)(O)O)(=O)O)(=O)O)(C)C)O)=O)=O